N1(N=CC=C1)CCC(=O)N1C[C@H](CCC1)C1=CC(=C2C=C(NC2=C1F)C(=O)N(C)C)Cl (R)-6-(1-(3-(1H-pyrazol-1-yl)propanoyl)piperidin-3-yl)-4-chloro-7-fluoro-N,N-dimethyl-1H-indole-2-carboxamide